N-(4-chlorophenyl)-4-{3-(4-chlorophenyl)-1-[2-(4-morpholinyl)ethyl]ureido}benzamide ClC1=CC=C(C=C1)NC(C1=CC=C(C=C1)N(C(=O)NC1=CC=C(C=C1)Cl)CCN1CCOCC1)=O